ClC1=C(C=CC(=C1)N1C[C@H](NCC1)C)NC1=NC=C(C(=N1)C=1SC=C(C1)S(=O)(=O)C)C(F)(F)F (R)-N-(2-chloro-4-(3-methylpiperazin-1-yl)phenyl)-4-(4-(methylsulfonyl)thiophen-2-yl)-5-(trifluoromethyl)pyrimidin-2-amine